N-(2,4-Difluorobenzyl)-9-hydroxy-2-(3-methoxypropyl)-1,8-dioxo-1,3,4,8-tetrahydro-2H-pyrido[1,2-a]pyrazine-7-carboxamide FC1=C(CNC(=O)C=2C(C(=C3N(CCN(C3=O)CCCOC)C2)O)=O)C=CC(=C1)F